(R)-2-methyl-N-(thiophen-3-ylmethylene)propane-2-sulfinamide CC(C)(C)[S@@](=O)N=CC1=CSC=C1